3',5'-bis(tridecafluorohexyl)-4-chloro-1,1'-biphenyl FC(C(C(C(C(C=1C=C(C=C(C1)C(C(C(C(C(C(F)(F)F)(F)F)(F)F)(F)F)(F)F)(F)F)C1=CC=C(C=C1)Cl)(F)F)(F)F)(F)F)(F)F)(C(F)(F)F)F